ClC=1C=C(C(=O)NC2=C(C=C(C=C2)C2=CC3=C(N=C(N=C3)NC3CNCCC3)N3C2=NC(=C3)C)F)C=CC1 3-chloro-N-(2-fluoro-4-(8-methyl-2-(piperidin-3-ylamino)imidazo[1',2':1,6]pyrido[2,3-d]pyrimidin-6-yl)phenyl)benzamide